ClC1=C(C=2CC3=CC=CC=C3SC2C=C1)F chlorofluorothioxanthene